C1(=CC(=CC=C1)C1=CC=CC=2OC3=C(C21)C(=CC=C3)Cl)C3=CC=CC=C3 1-([1,1'-biphenyl]-3-yl)-9-chlorodibenzo[b,d]furan